COC1=CC=2N=CN=C(C2N=C1NC(=O)C=1C=NN(C1C)C(F)(F)F)C=1C(=NN(C1)C)C1=CC=CC=C1 N-(7-methoxy-4-(1-methyl-3-phenyl-1H-pyrazol-4-yl)pyrido[3,2-d]pyrimidin-6-yl)-5-methyl-1-(trifluoromethyl)-1H-pyrazole-4-carboxamide